N-(5-fluoropyridin-2-yl)-2-[2-(6-methylpyridin-3-yl)-5,8-dioxo-6-(propan-2-yl)-5,6,7,8-tetrahydro-4H-pyrazolo[1,5-a]pyrrolo[3,4-d]pyrimidin-4-yl]acetamide FC=1C=CC(=NC1)NC(CN1C=2N(C(C3=C1C(N(C3)C(C)C)=O)=O)N=C(C2)C=2C=NC(=CC2)C)=O